cyclopenta-2,4-dien-1-yl acrylate C(C=C)(=O)OC1C=CC=C1